C=CC=C butanDiene